C(C)(C)(C)NC(C=C)=O.[Na] Sodium N-t-butyl-acrylamide